5-(8-(1-fluoro-3-azabicyclo[3.2.0]heptan-3-yl)imidazo[1,2-b]pyridazin-6-yl)pyrimidine-2,4(1H,3H)-dione FC12CN(CC2CC1)C=1C=2N(N=C(C1)C=1C(NC(NC1)=O)=O)C=CN2